C(OCCCC12CC3CC(CC(C1)C3)C2)([O-])=O 3-(1-adamantyl)propyl carbonate